tert-butyl 3-[2-[4-chloro-3-(trifluoromethyl)phenyl]-4-[(3S)-3-[(tert-butoxy-carbonylamino)methyl]pyrrolidin-1-yl]pyrimidin-5-yl]-2,5-dihydropyrrole-1-carboxylate ClC1=C(C=C(C=C1)C1=NC=C(C(=N1)N1C[C@@H](CC1)CNC(=O)OC(C)(C)C)C=1CN(CC1)C(=O)OC(C)(C)C)C(F)(F)F